C(C)(C)(C)OC(=O)N1C=NC2=C1CN([C@@H](C2)C(=O)OCC2=CC=CC=C2)C(=O)OC(C)(C)C (S)-6,7-dihydro-3H-imidazo[4,5-c]pyridine-3,5,6(4H)-tricarboxylic acid 6-benzyl ester 3,5-di-tert-butyl ester